ClC=1C(=C2C=NNC2=C(C1F)[C@H](COC)C)C=1C=CC=2N(C1)C=C(N2)NC(=O)C2C(C2)F N-(6-(5-chloro-6-fluoro-7-((R)-1-methoxypropan-2-yl)-1H-indazol-4-yl)imidazo[1,2-a]pyridin-2-yl)-2-fluorocyclopropane-1-carboxamide